(1S,4S)-4-((5-nitro-2-(tert-pentylamino)pyrimidin-4-yl)amino)cyclohexane-1-carboxamide [N+](=O)([O-])C=1C(=NC(=NC1)NC(C)(C)CC)NC1CCC(CC1)C(=O)N